NC1(CCN(CC1)C1=CC=C(C=N1)C=1C=2N(C=C(C1)OCC)N=CC2C#N)CC2=NC=CC=C2 4-(6-(4-amino-4-(pyridin-2-ylmethyl)piperidin-1-yl)pyridin-3-yl)-6-ethoxypyrazolo[1,5-a]pyridine-3-carbonitrile